FC(/C(=C/C(=O)C1=CC=CC=C1)/C)(F)F (E)-4,4,4-trifluoro-3-methyl-1-phenyl-2-buten-1-one